S1C=NC2=C1C=C(C=C2)\C=C/2\C(N(C(=N2)NC(C)C)C)=O (5Z)-5-(1,3-benzothiazol-6-ylmethylene)-2-(isopropylamino)-3-methyl-imidazol-4-one